5-(4-amino-7-bromo-1-methylpyrrolo[3,2-c]pyridin-3-yl)-3-chloro-N-[(2R)-1,1,1-trifluoropropan-2-yl]pyridine-2-carboxamide NC1=NC=C(C2=C1C(=CN2C)C=2C=C(C(=NC2)C(=O)N[C@@H](C(F)(F)F)C)Cl)Br